1-((1R,5S)-7-(3-(2-hydroxyphenyl)-5-methyl-7H-pyrrolo[2,3-c]pyridazin-6-yl)-3-oxa-9-azabicyclo[3.3.1]nonan-9-yl)prop-2-en-1-one OC1=C(C=CC=C1)C1=CC2=C(N=N1)NC(=C2C)C2C[C@H]1COC[C@@H](C2)N1C(C=C)=O